C(C1=CC=CC=C1)N(C1CCC(CC1)C#N)CC1=CC=CC=C1 (1r,4r)-4-(dibenzylamino)cyclohexane-1-carbonitrile